FC=1C=C(C=2C3=C(N(C2C1)CC1=CC=C(CP(O)(O)=O)C=C1)C(=NC=N3)C)F (4-((7,9-difluoro-4-methyl-5H-pyrimido[5,4-b]indol-5-yl)methyl)benzyl)phosphonic acid